4-acetamidophenylpropanal C(C)(=O)NC1=CC=C(C=C1)C(C=O)C